methyl (S)-3-(5-(2,6-dichloro-4-fluorophenyl)quinolin-8-yl)-2-(2,6-difluoro-4-(((R)-2,2,2-trifluoro-1-phenylethyl)amino) benzamido)propanoate ClC1=C(C(=CC(=C1)F)Cl)C1=C2C=CC=NC2=C(C=C1)C[C@@H](C(=O)OC)NC(C1=C(C=C(C=C1F)N[C@@H](C(F)(F)F)C1=CC=CC=C1)F)=O